C\1=C\C=C/N=N\C=C1 diazocine